2-bromo-4-methyl-4H-thieno[2',3':4,5]pyrrolo[2,3-d]pyridazin-5(6H)-one BrC1=CC2=C(C3=C(C(NN=C3)=O)N2C)S1